BrC=1SC2=C(N1)C(=C(C(=C2)OC(CO)C)F)Cl 2-((2-bromo-4-chloro-5-fluorobenzo[d]thiazol-6-yl)oxy)propan-1-ol